C(C)N[C@]1(C(CCCC1)=O)C1=CC(=CC=C1)OC (S)-2-(ethylamino)-2-(3-methoxyphenyl)cyclohexan-1-one